O[C@H]1C[C@H](CC1)C1(CC1)C(=O)OC |r| (±)-Cis-methyl 1-(3-hydroxycyclopentyl)cyclopropane-1-carboxylate